C(CCCCC)N1N=NC(=C1)COC=1C=CC(=C(C1)CO)OC(F)(F)F (5-((1-hexyl-1H-1,2,3-triazol-4-yl)methoxy)-2-(trifluoromethoxy)phenyl)methanol